9H-Fluoren-9-yl phenyl (S)-phenylphosphonate C1(=CC=CC=C1)[P@](OC1C2=CC=CC=C2C=2C=CC=CC12)(OC1=CC=CC=C1)=O